CC(C)NC\C=C/C1=C(C=CC(=C1)F)S(=O)(=O)NC1=C(C2=C([C@@H]3[C@H](CO2)C3)C=C1)C(=O)O |r| (1aRS,7bSR)-5-{2-[(Z)-3-(prop-2-yl)aminoprop-1-enyl]-4-fluorobenzenesulfonylamino}-1,1a,2,7b-tetrahydrocyclopropa[c]benzopyran-4-carboxylic acid